NC=1C=C(C=C(C1)C(F)(F)F)[C@@H](C)NC=1N=C(N=C2C3=C(C(=CC12)C1CCNCC1)OCO3)C (R)-N-(1-(3-amino-5-(trifluoromethyl)phenyl)ethyl)-8-methyl-4-(piperidin-4-yl)-[1,3]dioxolo[4,5-h]quinazolin-6-amine